5-amino-1-cyclopropyl-methyl-pyridin-2(1H)-one NC=1C=C(C(N(C1)C1CC1)=O)C